ClC1=CC=C(COCC23CCC(CC2)(N3C(=O)OC(C)(C)C)C=O)C=C1 tert-Butyl 1-(((4-chlorobenzyl)oxy)methyl)-4-formyl-7-azabicyclo[2.2.1]heptane-7-carboxylate